diethyl-phosphorylethyl-triethoxysilane C(C)P(=O)(CC)CC[Si](OCC)(OCC)OCC